benzyl (2S,4R)-4-phenylpyrrolidine-2-carboxylate C1(=CC=CC=C1)[C@H]1C[C@H](NC1)C(=O)OCC1=CC=CC=C1